5-(2-amino-3-(3-(piperidin-4-yl)prop-1-yn-1-yl)pyridin-4-yl)-1H-indazol-3-amine NC1=NC=CC(=C1C#CCC1CCNCC1)C=1C=C2C(=NNC2=CC1)N